FC1([C@H](C=2C(=CN(C2CC1)C1=CC(=C(C#N)C=C1)CF)C(F)(F)F)O)F (S)-4-(5,5-difluoro-4-hydroxy-3-(trifluoromethyl)-4,5,6,7-tetrahydro-1H-indol-1-yl)-2-(fluoromethyl)benzonitrile